COC(=O)C1N(C(CN(C1)CC1=CC=CC=C1)C)C(CNC(=O)OC(C)(C)C)=O 4-benzyl-1-[2-(tert-butoxycarbonylamino)acetyl]-6-methyl-piperazine-2-carboxylic acid methyl ester